2-chloro-N-(1-phenyl-1H-imidazol-4-yl)quinazolin-4-amine ClC1=NC2=CC=CC=C2C(=N1)NC=1N=CN(C1)C1=CC=CC=C1